(E)-N-(isoxazol-3-ylmethylene)-2-methylpropan-2-sulfinamide O1N=C(C=C1)\C=N\S(=O)C(C)(C)C